CC=1NC(=CC(C1)C)C 1,4-dihydro-2,4,6-trimethylpyridine